BrC1=CC(=C(OC2=C(C=NN2C)C)C=C1)F 5-(4-bromo-2-fluorophenoxy)-1,4-dimethyl-1H-pyrazole